ClC=1C=NC(=NC1)NC[C@H]1N(CC(C[C@H]1C)(F)F)C(=O)OCC1=CC=CC=C1 (2S,3R)-benzyl 2-(((5-chloropyrimidin-2-yl)amino)methyl)-5,5-difluoro-3-methylpiperidine-1-carboxylate